C1=NC=CC2=C1N(C1=CC=CC=C21)CCOC2=CC(=C(C(=O)NO)C=C2)F 4-(2-(9H-pyrido[3,4-b]indol-9-yl)ethoxy)-2-fluoro-N-hydroxybenzoamide